The molecule is a monohydroxybenzoic acid consisting of 2-hydroxybenzoic acid having nitro substituents at the 3- and 5-positions. It is used in colorimetric testing for the presence of free carbonyl groups (C=O) in reducing sugars. It has a role as a hapten. It is a C-nitro compound and a monohydroxybenzoic acid. It derives from a salicylic acid. C1=C(C=C(C(=C1C(=O)O)O)[N+](=O)[O-])[N+](=O)[O-]